(2r,6r)-N-[4-(3-cyanophenyl)-5-(2,6-dimethyl-4-pyridinyl)thiazol-2-yl]-2,6-dimethyl-piperazine-1-carboxamide C(#N)C=1C=C(C=CC1)C=1N=C(SC1C1=CC(=NC(=C1)C)C)NC(=O)N1[C@@H](CNC[C@H]1C)C